2,3-dimethyl-1,7-diaminoheptane CC(CN)C(CCCCN)C